5-methylphenylacetylchloride CC=1C=CC=C(C1)CC(=O)Cl